ClC1=C(C=C2C=C(N=CC2=C1)NC(CC1=CC=NC=C1)=O)C1CCN(CC1)[C@]1(COC[C@H]1O)C N-(7-chloro-6-(1-((3S,4S)-4-hydroxy-3-methyltetrahydrofuran-3-yl)piperidin-4-yl)isoquinolin-3-yl)-2-(pyridin-4-yl)acetamide